N-(5-(difluoromethoxy)-1H-pyrazol-3-yl)-6-(((3R,4S)-3-methoxypiperidin-4-yl)oxy)pyrazin-2-amine FC(OC1=CC(=NN1)NC1=NC(=CN=C1)O[C@@H]1[C@@H](CNCC1)OC)F